COCCOCCOC(=O)C=1C=CC=2C(C3=CC=CC=C3SC2C1C(=O)OCCOCCOC)=O 3,4-di-[2-(2-methoxyethoxy)-ethoxycarbonyl]-Thioxanthone